FC1=CC=C(CNC=2NCCN2)C=C1 N-(4-fluorobenzyl)-4,5-dihydro-1H-imidazole-2-amine